CN(C)\C=C/1\C(COC1)=O (E)-4-((dimethylamino)methylene)dihydrofuran-3(2H)-one